(S)-1-((S)-2-(difluoromethyl)morpholino)propane FC([C@H]1OCCN(C1)CCC)F